C(C)(C)(C)OC(NC1(CCN(CC1)C=1N(C(C2=C(N1)N(N=C2)C2OCCCC2)=O)C)C)=O 4-methyl-1-(5-methyl-4-oxo-1-(tetrahydro-2H-pyran-2-yl)-4,5-dihydro-1H-pyrazolo[3,4-d]pyrimidin-6-yl)piperidin-4-ylcarbamic acid tert-butyl ester